OC1CC2CCCC(C1)N2C(=O)[O-] 3-hydroxy-9-azabicyclo[3.3.1]nonane-9-carboxylate